O1C(CCCC1)O[C@@H](C)C=1N(C=CN1)CC1=NOC(=C1)C1=CC=C(C=C1)C#CC#CCN1CCC(CC1)C(=O)N 1-(5-(4-(3-((2-((1S)-1-((tetrahydro-2H-pyran-2-yl)oxy)ethyl)-1H-imidazol-1-yl)methyl)isoxazol-5-yl)phenyl)pentan-2,4-diyn-1-yl)piperidine-4-carboxamide